methyl 2-bromo-5-(tert-butoxycarbonylamino)benzoate BrC1=C(C(=O)OC)C=C(C=C1)NC(=O)OC(C)(C)C